dimethylhexahydropyrano[3,2-d][1,3]dioxine-6-carboxylate CC1C2C(OC(O1)C)CCC(O2)C(=O)[O-]